(S)-N-(3-(2-((1,5-dimethyl-1H-pyrazol-3-yl)amino)-5-methylpyrimidin-4-yl)-1H-indol-7-yl)-2-(3-(isoxazol-3-yloxy)pyrrolidin-1-yl)acetamide CN1N=C(C=C1C)NC1=NC=C(C(=N1)C1=CNC2=C(C=CC=C12)NC(CN1C[C@H](CC1)OC1=NOC=C1)=O)C